1,3-dibromo-5-fluoro-2-(2-methoxy-vinyl)benzene BrC1=C(C(=CC(=C1)F)Br)C=COC